FC([C@H]1CCC=2C(=NN(C2C1)CC[C@@H]1CC[C@@H](CC1)OC1=NC=CC=C1C)C(=O)N1CCC(CC1)O)F [(6S)-6-(difluoromethyl)-1-(2-{cis-4-[(3-methylpyridin-2-yl)oxy]cyclohexyl}ethyl)-4,5,6,7-tetrahydro-1H-indazol-3-yl](4-hydroxypiperidin-1-yl)methanone